C([C@H](O)C)(=O)[O-] |r| (±)-DL-lactate